5-bromopentyl-4-octyloxybenzoate BrCCCCCOC(C1=CC=C(C=C1)OCCCCCCCC)=O